2-(butylamino)-5,8-dichloroquinazoline-4(3H)-One C(CCC)NC1=NC2=C(C=CC(=C2C(N1)=O)Cl)Cl